3-(4-((2,6-dioxopiperidin-3-yl)amino)phenoxy)propyl 4-methylbenzenesulfonate CC1=CC=C(C=C1)S(=O)(=O)OCCCOC1=CC=C(C=C1)NC1C(NC(CC1)=O)=O